C(C)(=O)N1CC2=CC(=C(C=C2CC1)N[C@@]1(NC=2N(C(CN(C2C(N1)=O)C)CC)C1CCCC1)N)OC (R)-2-((2-acetyl-7-methoxy-1,2,3,4-tetrahydroisoquinolin-6-yl)amino)-8-cyclopentyl-7-ethyl-5-methyl-7,8-dihydropterin